ClC1=NC=C(C(=C1)C1=C(C=NC(=C1)C)C(=O)NC=1SC2=C(C=NC(=C2)C2=C(N=NN2C)C)N1)OC 2'-chloro-N-(6-(1,4-dimethyl-1H-1,2,3-triazol-5-yl)thiazolo[4,5-c]pyridin-2-yl)-5'-methoxy-6-methyl-[4,4'-Bipyridine]-3-carboxamide